diethoxyphosphoryl-cyclohexylamine C(C)OP(=O)(OCC)NC1CCCCC1